C1(CCCC1)N1N=CC2=NC=C(C=C21)C2=NC(=NC=C2F)NC2=CC(=C(C=C2)N2CCN(CC2)C(C)C)F 4-(1-cyclopentyl-1H-pyrazolo[4,3-b]pyridin-6-yl)-5-fluoro-N-(3-fluoro-4-(4-isopropylpiperazin-1-yl)phenyl)pyrimidin-2-amine